C1(=CC=CC=C1)C1=CN=C(N1)[C@@H]1C[C@@H](CCC1)NC(OC(C)(C)C)=O tert-butyl N-[(1R,3S)-3-(5-phenyl-1H-imidazol-2-yl)cyclohexyl]carbamate